FC1=CC(=C(C=C1)C1=CC(=CC=C1)N1CCNCC1)OCCC=1C(=NN(C1C)C)C 1-(4'-fluoro-2'-(2-(1,3,5-trimethyl-1H-pyrazol-4-yl)ethoxy)-[1,1'-biphenyl]-3-yl)piperazine